[Na+].C(C(=O)ON1C(C(CC1=O)S(=O)(=O)[O-])=O)(=O)ON1C(C(CC1=O)S(=O)(=O)[O-])=O.[Na+] di(sulfosuccinimidyl) oxalate sodium salt